tert-butyl 4-[1-[3-[4-amino-2-(6-methyl-7-oxo-1H-pyrrolo[2,3-c]pyridin-4-yl)phenoxy]phenyl]azetidin-3-yl]piperazine-1-carboxylate NC1=CC(=C(OC=2C=C(C=CC2)N2CC(C2)N2CCN(CC2)C(=O)OC(C)(C)C)C=C1)C=1C2=C(C(N(C1)C)=O)NC=C2